CC1=CN=CC(=N1)N1[C@H]([C@H](CC1)NS(=O)(=O)C)CO[C@@H]1CC[C@@H](CC1)C1=CC=CC=C1 N-((2R,3S)-1-(6-methyl-pyrazin-2-yl)-2-((((CIS)-4-phenylcyclohexyl)oxy)methyl)pyrrolidin-3-yl)methanesulfonamide